C1(=CC=C(C=C1)NC1=CC=2C(C3=CC=CC=C3C2C=C1)(C)C)C1=CC=CC=C1 biphenyl-4-yl-(9,9-dimethyl-9H-fluoren-2-yl)-amine